6-(1-(2-azaspiro[3.3]heptan-6-yl)piperidin-4-yl)-2-(3,4-dimethoxyphenyl)-8-methylimidazo[1,2-a]pyridine dihydrochloride Cl.Cl.C1NCC12CC(C2)N2CCC(CC2)C=2C=C(C=1N(C2)C=C(N1)C1=CC(=C(C=C1)OC)OC)C